ClC=1C=C(C(=NC1N1N=CC=N1)C)NC(=O)C=1C=NN(C1C(F)(F)F)C1=C2C(=C(N=C1)C#N)SC=C2 N-(5-Chloro-2-methyl-6-(2H-1,2,3-triazol-2-yl)pyridin-3-yl)-1-(7-cyanothieno-[2,3-c]pyridin-4-yl)-5-(trifluoromethyl)-1H-pyrazol-4-carboxamid